1-(tert-butyl)-5-hydroxy-1H-pyrazole-4-carboxylic acid ethyl ester C(C)OC(=O)C=1C=NN(C1O)C(C)(C)C